COC1=C(C=C(C=C1[N+](=O)[O-])CO)C1=NN(C=N1)C (4-Methoxy-3-(1-methyl-1H-1,2,4-triazol-3-yl)-5-nitrophenyl)methanol